NC1=NC2=CC(=CC=C2C=C1Cl)O[C@H]1CC[C@]2([C@@H]1O[C@H]([C@@H]2O)N2C=C(C1=C2N=CN=C1N)C)O (2R,3R,3aS,6S,6aR)-6-((2-amino-3-chloroquinolin-7-yl)oxy)-2-(4-amino-5-methyl-7H-pyrrolo[2,3-d]pyrimidin-7-yl)hexahydro-3aH-cyclopenta[b]furan-3,3a-diol